COC1=C(C(CN)OC)C=C(C(=C1)C)OC 2,5,β-trimethoxy-4-methyl-phenethylamine